1-ethyl-6-(trifluoromethyl)-1H-pyrazolo[3,4-d]pyrimidine-4-thiol C(C)N1N=CC=2C1=NC(=NC2S)C(F)(F)F